C(C)(C)(C)OC(C(C)(S(=O)(=O)C1(CC1)COS(=O)(=O)C)C)=O 2-methyl-2-((1-(((methylsulfonyl)oxy)methyl)cyclopropyl)sulfonyl)propionic acid tert-butyl ester